ClC=1C2=C(N=CN1)N(C=C2C2=CC=C(C=C2)OC2=CC=CC=C2)C2CCC(CC2)C2C(N(CCO2)C)=O (4-(4-chloro-5-(4-phenoxyphenyl)-7H-pyrrolo[2,3-d]pyrimidin-7-yl)cyclohexyl)-4-methylmorpholine-3-one